(E)-N-(3,5-dimethylphenyl)-N'-hydroxybenzimidamide CC=1C=C(C=C(C1)C)N\C(\C1=CC=CC=C1)=N\O